N[C@@H](CC(C([2H])([2H])[2H])(C([2H])([2H])[2H])[2H])C(=O)O leucine-4,5,5,5,5',5',5'-d7